N-(4-(4-methylpiperazin-1-yl)phenyl)-4-(5-(pyridin-4-yl)-4,5-dihydro-1H-pyrazol-1-yl)thieno[3,2-d]pyrimidin-2-amine CN1CCN(CC1)C1=CC=C(C=C1)NC=1N=C(C2=C(N1)C=CS2)N2N=CCC2C2=CC=NC=C2